ICCCCCCC=C 8-iodooctene